N-2-Hydroxypropyl-trimethyl-ammonium tert-butyl-4-formyl-3-hydroxy-benzoate C(C)(C)(C)OC(C1=CC(=C(C=C1)C=O)O)=O.OC(C[N+](C)(C)C)C